ethyl 8-bromo-3-thiocyanatoimidazo[1,2-a]pyridine-2-carboxylat BrC=1C=2N(C=CC1)C(=C(N2)C(=O)OCC)SC#N